5-hydroxy-4-n-propyl-2(5H)-furanone OC1C(=CC(O1)=O)CCC